FC(C(=O)O)(F)F.NC1=CC(=NC=C1C1=NC(N(C=C1)C)=O)NC(C)=O N-(4-amino-5-(1-methyl-2-oxo-1,2-dihydropyrimidin-4-yl)pyridin-2-yl)acetamide trifluoroacetate